S1N=C(C=C1)CN1[C@H]2CC(C[C@@H]1CC2)NC(=O)C2=CC=C1C=CNC1=C2 N-((1R,3s,5S)-8-(Isothiazol-3-ylmethyl)-8-azabicyclo[3.2.1]octan-3-yl)-1H-indol-6-carboxamid